trifluorosulfanyl-benzophenone FS(F)(F)C1=C(C(=O)C2=CC=CC=C2)C=CC=C1